(N',N'-dimethylamino)propylcarbodiimide hydrochloride Cl.CN(C)CCCN=C=N